FCCN1N=CC(=C1)CN1N=C(C=C1)C 1-((1-(2-fluoroethyl)-1H-pyrazol-4-yl)methyl)-3-methyl-1H-pyrazol